CN(C)CCCNC(=S)NCCCN(C)C 1,3-bis(dimethylaminopropyl)-2-thiourea